disodium cyclohexanediamine C1(CCCCC1)(N)N.[Na].[Na]